6-(4-fluorophenyl)-N2-(3-methyl-tetrahydrofuran-3-yl)-N3-tetrahydropyran-4-yl-pyridine-2,3-diamine FC1=CC=C(C=C1)C1=CC=C(C(=N1)NC1(COCC1)C)NC1CCOCC1